2-(3-iodocyclobutyl)-5-(pyrazin-2-yl)-2,5,6,7-tetrahydro-3H-pyrrolo[2,1-c][1,2,4]triazol-3-one IC1CC(C1)N1N=C2N(C1=O)C(CC2)C2=NC=CN=C2